N-(3-cyano-4-fluoro-phenyl)-1,3,5-trimethyl-4-[2-oxo-2-[[(1R)-1-tert-butylprop-2-ynyl]amino]acetyl]pyrrole-2-carboxamide C(#N)C=1C=C(C=CC1F)NC(=O)C=1N(C(=C(C1C)C(C(N[C@@H](C#C)C(C)(C)C)=O)=O)C)C